[N+](=O)([O-])C1=CC=C(C=C1)S(=O)(=O)N1CC(OCC1)C1=C(SC2=C1C=CC=C2)C(=O)N [4-(4-nitrophenyl)sulfonylmorpholin-2-yl]benzothiophene-2-carboxamide